C(C)(C)(C)[Si](C)(C)OC=1C(=C2CC[C@@](OC2=C(C1C)C)(C)CCC=C(F)F)C (R)-tert-butyl-((2-(4,4-difluorobut-3-en-1-yl)-2,5,7,8-tetramethylchroman-6-yl)oxy)dimethylsilane